C(C)C1CN(CCC1)C=1OC2=C(C=C(C=C2C(C1)=O)C)C(C)NC1=C(C(=O)O)C=CC=C1 2-((1-(2-(3-ethylpiperidin-1-yl)-6-methyl-4-oxo-4H-chromen-8-yl)ethyl)amino)benzoic acid